monononylbenzene C(CCCCCCCC)C1=CC=CC=C1